C1(=CC=CC=C1)[C@@H]1[C@H](C1)NC(=O)[C@@H]1CN(C[C@H]1C(N[C@@H]1[C@H](C1)C1=CC=CC=C1)=O)C(=O)C1=CC=C(C(=O)OC(C)(C)C)C=C1 tert-butyl 4-((3S,4S)-3,4-bis(((1S,2R)-2-phenylcyclopropyl) carbamoyl) pyrrolidine-1-carbonyl)benzoate